Cl.Cl.N1=C2C(=CC=C1)C(CC2)N 6H,7H-cyclopenta[b]pyridin-5-amine dihydrochloride